N1N=CC(=C1)C=1C2=C(C(=NC1)NCC=1C=C(C(=O)NC3CCN(CC3)CC3=CC=CC=C3)C=CC1)CCO2 3-(((7-(1H-pyrazol-4-yl)-2,3-dihydrofuro[3,2-c]pyridin-4-yl)amino)methyl)-N-(1-benzylpiperidin-4-yl)benzamide